C(C)(C)(C)C1=CC=C(C(=O)NN)C=C1 4-(tert-butyl)benzoylhydrazine